Hydroxy Nitrate [N+](=O)(OO)[O-]